FC1(CC(C1)NC(N(C1=NC=C(N=C1)C=1C=NC(=NC1)OC)[C@@H]1CC[C@H](CC1)NC1=NC=C(C(=N1)C=1C=NC=C(C1)S(=O)(=O)C)C(F)(F)F)=O)F 3-(3,3-difluorocyclobutyl)-1-(trans-4-((4-(5-(methane-sulfonyl)pyridin-3-yl)-5-(trifluoromethyl)pyrimidin-2-yl)amino)cyclohexyl)-1-(5-(2-methoxypyrimidin-5-yl)pyrazin-2-yl)urea